9-phenyl-3-(6-(4,4,5,5-tetramethyl-1,3,2-dioxaborolan-2-yl)dibenzo[b,d]thiophen-4-yl)-9H-carbazole C1(=CC=CC=C1)N1C2=CC=CC=C2C=2C=C(C=CC12)C1=CC=CC2=C1SC1=C2C=CC=C1B1OC(C(O1)(C)C)(C)C